N-(5-((4-(3-oxa-8-aza-bicyclo[3.2.1]octan-8-ylmethyl)phenyl)ethynyl)-8-(methylamino)-2,7-naphthyridin-3-yl)cyclopropanecarboxamide C12COCC(CC1)N2CC2=CC=C(C=C2)C#CC2=C1C=C(N=CC1=C(N=C2)NC)NC(=O)C2CC2